OCC1CCC(CC1)N1N=C2C=C(C(=CC2=C1)N1C(N=CC=C1)C(F)(F)F)OC N-[2-[4-(hydroxymethyl)cyclohexyl]-6-methoxy-indazol-5-yl]-2-(trifluoromethyl)pyrimidine